ClC=1C=C(C(=NC1)N1C(N([C@H](C1)C#N)C1=CN=CC2=CC=CC=C12)=O)C (R)-1-(5-chloro-3-methylpyridin-2-yl)-3-(isoquinolin-4-yl)-2-oxoimidazolidine-4-carbonitrile